ClC=1C=C2C(=NN1)NC[C@@]1(N2C[C@@H](C1)OC1=NC=C(C=C1)C=C)CC (6aR,8R)-2-chloro-6a-ethyl-8-((5-vinylpyridin-2-yl)oxy)-5,6,6a,7,8,9-hexahydropyrrolo-[1',2':4,5]pyrazino[2,3-c]pyridazine